2,2-difluoro-2-phenoxy-acetamide FC(C(=O)N)(OC1=CC=CC=C1)F